2-((6-(3-(aminomethyl)azetidin-1-yl)-3,5-dicyano-4-ethylpyridin-2-yl)sulfanyl)-2-phenylacetamide NCC1CN(C1)C1=C(C(=C(C(=N1)SC(C(=O)N)C1=CC=CC=C1)C#N)CC)C#N